C(C)(C)(C)OC(=O)N1CC(C(C2=CC=CC=C12)N1C(N(C2=NC(=NC=C2C1)NC=1C=NN(C1)CCO)C)=O)(F)F 3,3-difluoro-4-[7-[[1-(2-hydroxyethyl)pyrazol-4-yl]amino]-1-methyl-2-oxo-4H-pyrimido[4,5-d]pyrimidin-3-yl]-2,4-dihydroquinoline-1-carboxylic acid tert-butyl ester